CN[C@@H](CC(=O)O)C(=O)N1CCC(CC1)C (3S)-3-(Methylamino)-4-(4-methyl-1-piperidyl)-4-oxo-butanoic acid